(1R,2R)-2-fluoro-N-(3-(6-((R,Z)-1-hydroxybut-2-en-1-yl-1-d)-4-methylpyridin-3-yl)-1-methyl-2-oxo-1,2-dihydro-1,6-naphthyridin-7-yl)cyclopropane-1-carboxamide F[C@H]1[C@H](C1)C(=O)NC1=NC=C2C=C(C(N(C2=C1)C)=O)C=1C=NC(=CC1C)[C@](\C=C/C)([2H])O